[C@H]1([C@@H](C([C@H]([C@@H](C1O)O)O)OP(=O)(O)O)O)O The molecule is a myo-inositol monophosphate. It has a role as a mouse metabolite. It derives from a myo-inositol. It is a conjugate acid of a 1D-myo-inositol 3-phosphate(2-).